1,2-dimethoxyethanol tert-butyl-((S)-1-((2S,4R)-4-hydroxy-2-(((S)-1-(2'-methyl-[1,1'-biphenyl]-4-yl)ethyl)carbamoyl)pyrrolidin-1-yl)-3,3-dimethyl-1-oxobutan-2-yl)carbamate C(C)(C)(C)N(C(=O)OC(COC)OC)[C@H](C(=O)N1[C@@H](C[C@H](C1)O)C(N[C@@H](C)C1=CC=C(C=C1)C1=C(C=CC=C1)C)=O)C(C)(C)C